C(CCCC)S=C(OCCC[Si](OCC)(OCC)OCC)[S-] amyl-(3-triethoxy silyl-1-propyl)xanthate